C(C)(C)(C)OC(=O)N1N=CC(=C1)CC1=CC=C(C=C1)C#N 4-(4-cyanobenzyl)-1H-pyrazole-1-carboxylic acid tert-butyl ester